CC=1SC=2N3C(=NN=C3[C@@H](N=C(C2C1C)C1=CC=C(C=C1)CCCOC1CCN(CC1)C(=O)OC(C)(C)C)CC=1OC=CN1)C tert-butyl 4-[3-[4-[(9S)-4,5,13-trimethyl-9-(oxazol-2-ylmethyl)-3-thia-1,8,11,12-tetrazatricyclo[8.3.0.02,6]trideca-2(6),4,7,10,12-pentaen-7-yl]phenyl]propoxy]piperidine-1-carboxylate